5α-hydroxy-6β-[2-(1H-imidazol-4-yl)ethylamino]cholestane-3β-acetamide dilactate C(C(O)C)(=O)O.C(C(O)C)(=O)O.O[C@]12[C@@H](C[C@H]3[C@@H]4CC[C@H]([C@@H](CCCC(C)C)C)[C@]4(CC[C@@H]3[C@]2(CC[C@@H](C1)CC(=O)N)C)C)NCCC=1N=CNC1